CC(C)CCC[C@@H](C)[C@H]1CC[C@H]2[C@@H]3CC=C4[14CH2][C@@H](O)CC[C@]4(C)[C@H]3CC[C@]12C [4-14C]-cholesterol